ClC1=CC(=C(C=C1)C1(OC(C2=C(O1)C=CC=C2)C2CCNCC2)C)F 4-(2-(4-chloro-2-fluorophenyl)-2-methylbenzo[d][1,3]dioxan-4-yl)piperidine